(((9H-fluoren-9-yl)methoxy)carbonyl)-O-((2-cyanoethoxy)(diisopropylamino)phosphaneyl)-L-homoserinate C1=CC=CC=2C3=CC=CC=C3C(C12)COC(=O)N[C@@H](CCOP(N(C(C)C)C(C)C)OCCC#N)C(=O)[O-]